COC(=O)[C@H]1N(CC(C1)=C)C(=O)OC(C)(C)C (2S)-4-methylenepyrrolidine-1,2-dicarboxylic acid O1-tert-butyl O2-methyl ester